FC1=C(C=C(C=C1)NC(=O)C1=C(N=C(O1)C)C)N1N=C2N=CC(=CC2=C1)C1=NC=CC=C1C N-{4-fluoro-3-[5-(3-methylpyridin-2-yl)-2H-pyrazolo[3,4-b]pyridin-2-yl]phenyl}-2,4-dimethyl-1,3-oxazole-5-carboxamide